ONC(CCCCCOC=1C2=C(C=3N=C(C(NC3C1)=O)C(C)C)C=CC=C2)=O N-hydroxy-6-((2-isopropyl-3-oxo-3,4-dihydrobenzo[f]quinoxalin-6-yl)oxy)hexanamide